8-((5-bromo-2,3-dihydro-1H-inden-1-yl) amino)-8-oxooctanoate BrC=1C=C2CCC(C2=CC1)NC(CCCCCCC(=O)[O-])=O